B([O-])([O-])[O-].C(C1=CC=CC=C1)[NH2+]CC1=CC=CC=C1.C(C1=CC=CC=C1)[NH2+]CC1=CC=CC=C1.C(C1=CC=CC=C1)[NH2+]CC1=CC=CC=C1 bis-benzyl-ammonium borate